1,2,4-trimethylpyridine CN1C(C=C(C=C1)C)C